1-octadecanoyl-2-(9Z-tetradecenoyl)-glycero-3-phosphocholine CCCCCCCCCCCCCCCCCC(=O)OC[C@H](COP(=O)([O-])OCC[N+](C)(C)C)OC(=O)CCCCCCC/C=C\CCCC